2,7-dimethylpyrido[2,3-d]pyrimidin-6-ol CC=1N=CC2=C(N1)N=C(C(=C2)O)C